1,1-dimethoxymethane COCOC